C1(CCC(CCCCC)O1)=O δ-Nonanolactone